C(CCCCCCC)SC1=NC(=NC(=N1)SCCCCCCCC)N 4,6-bis(octylthio)-1,3,5-triazine-2-ylamine